N-(3-carbamoyl-5,6-dihydro-4H-cyclopenta[b]thiophen-2-yl)benzofuran-2-carboxamide C(N)(=O)C=1C2=C(SC1NC(=O)C=1OC3=C(C1)C=CC=C3)CCC2